(2S,3R,4R,5S)-4-[[3-[6-(Difluoromethyl)-2-methoxy-3-pyridyl]-4,5-dimethyl-5-(trifluoromethyl)tetrahydrofuran-2-carbonyl]amino]pyridin-2-carboxamid FC(C1=CC=C(C(=N1)OC)[C@@H]1[C@H](O[C@@]([C@@H]1C)(C(F)(F)F)C)C(=O)NC1=CC(=NC=C1)C(=O)N)F